CO[Si](C(C(C)C)(C)C)(OC)OC trimethoxy(1,1,2-trimethylpropyl)-silane